tert-butyl (azetidin-3-yl)carbamate N1CC(C1)NC(OC(C)(C)C)=O